4-(2-chloro-6-((dimethylamino)methyl)phenyl)thiophene ClC1=C(C(=CC=C1)CN(C)C)C=1C=CSC1